tert-butyl 4,4-difluoro-3-(2-oxohexahydropyrimidin-5-yl)piperidine-1-carboxylate FC1(C(CN(CC1)C(=O)OC(C)(C)C)C1CNC(NC1)=O)F